FC1=C(C=C(C(=C1)OC)[N+](=O)[O-])CO (2-Fluoro-4-methoxy-5-nitro-phenyl)-methanol